(S)-N-(1-(7-cyanoquinolin-5-yl)cyclopropyl)-2-methyl-5-((1-methyl-azetidin-2-yl)methoxy)benzamide C(#N)C1=CC(=C2C=CC=NC2=C1)C1(CC1)NC(C1=C(C=CC(=C1)OC[C@H]1N(CC1)C)C)=O